3-((4,4-bis(((Z)-hept-3-en-1-yl)oxy)butanoyl)oxy)-2-(hydroxymethyl)propyl (9Z,12Z)-octadeca-9,12-dienoate C(CCCCCCC\C=C/C\C=C/CCCCC)(=O)OCC(COC(CCC(OCC\C=C/CCC)OCC\C=C/CCC)=O)CO